S1C=NC=C1[C@H]1[C@@H](C1)NC(OC(C)(C)C)=O tert-butyl ((trans)-2-(thiazol-5-yl)cyclopropyl)carbamate